3-methyl-4-((1-methylpiperidin-4-yl-4-d)oxy)aniline CC=1C=C(N)C=CC1OC1(CCN(CC1)C)[2H]